ClC=1C=C(C=C(C1)Cl)N1CCN(CC1)C(C(CC(CCNC(OC(C)(C)C)=O)=O)C)=O tert-butyl N-[6-[4-(3,5-dichlorophenyl) piperazin-1-yl]-5-methyl-3,6-dioxo-hexyl]carbamate